O1CCN(CC1)CCN1N=CC(=C1)B1OC(C)(C)C(C)(C)O1 1-(2-morpholinoethyl)-1H-pyrazol-4-ylboronic acid pinacol ester